CC1=NC(=CC=C1)N1CC=2N(CC1)CN(N2)C(F)(F)F 2-methyl-6-(2-(trifluoromethyl)-5,6-dihydro-[1,2,4]triazolo[4,3-a]pyrazin-7(8H)-yl)pyridin